N-(2-(2-chloroethoxy)ethyl)-4-((3-(4-methoxy-phenyl)imidazo[1,2-a]pyrazin-8-yl)amino)-2-methylbenzamide ClCCOCCNC(C1=C(C=C(C=C1)NC=1C=2N(C=CN1)C(=CN2)C2=CC=C(C=C2)OC)C)=O